[S-]C#N.[Na+] Sodium thiocyanate